4-(dimethylamino)-4-phenyl-1-(2-phenylpropan-2-ylcarbamoyl)cyclohexylcarbamic acid tert-butyl ester C(C)(C)(C)OC(NC1(CCC(CC1)(C1=CC=CC=C1)N(C)C)C(NC(C)(C)C1=CC=CC=C1)=O)=O